C1(OC(CC2=CC=CC=C12)=O)=O isochromane-1,3-dione